tetracarboxydibenzyl-amine C(=O)(O)C=1C(=C(C(NCC2=CC=CC=C2)(C(=O)O)C(=O)O)C=CC1)C(=O)O